2-hydroxy-1-[3-(hydroxymethyl)phenyl]-2-methyl-1-propanone OC(C(=O)C1=CC(=CC=C1)CO)(C)C